(R)-2-(6-chloro-1-oxoisoquinolin-2(1H)-yl)-N-(4-(4-methyloxazol-2-yl)phenyl)propanamide ClC=1C=C2C=CN(C(C2=CC1)=O)[C@@H](C(=O)NC1=CC=C(C=C1)C=1OC=C(N1)C)C